C(#N)C1(CC1)C1=C(OC2=C1C=CC(=C2)C2CCOCC2)C(=O)O 3-(1-cyanocyclopropyl)-6-(tetrahydro-2H-pyran-4-yl)benzofuran-2-carboxylic acid